diethyl-(3-pyrazin-2-yl-(4-pyridinyl))amine C(C)N(C1=C(C=NC=C1)C1=NC=CN=C1)CC